methyl (2S)-2-[[(2S)-3-cyclopropyl-2-[2-(2-methoxyethoxy)ethoxycarbonylamino]propanoyl]amino]-3-[(3S)-2-oxopyrrolidin-3-yl]propanoate C1(CC1)C[C@@H](C(=O)N[C@H](C(=O)OC)C[C@H]1C(NCC1)=O)NC(=O)OCCOCCOC